C(C1=CC=CC=C1)OC=1C=C2C=CNC2=C(C1)C 5-(Benzyloxy)-7-methyl-1H-indole